CC1=C(C2=C(N=CN=C2NC2(CC2)C)O1)C(=O)NC=1C(=NN(C1C)C)C 6-methyl-4-[(1-methylcyclopropyl)amino]-N-(trimethyl-1H-pyrazol-4-yl)furo[2,3-d]pyrimidine-5-carboxamide